(3-(3-(1-Benzylpiperidin-4-yl)-7-morpholinoisoxazolo[4,5-d]pyrimidin-5-yl)phenyl)methanol C(C1=CC=CC=C1)N1CCC(CC1)C1=NOC2=C1N=C(N=C2N2CCOCC2)C=2C=C(C=CC2)CO